BrC1=CC=C(C=C1)C12CC(C1)(C2)CN2CCC(CC2)CO (1-((3-(4-bromophenyl)bicyclo[1.1.1]pentan-1-yl)methyl)piperidin-4-yl)methanol